(R*)-tert-butyl 8-ethynyl-11,11-difluoro-8-hydroxy-3,4,8,9,10,11-hexahydro-1H-pyrido[4',3':3,4]pyrazolo[1,5-a]azepine-2(7H)-carboxylate C(#C)[C@@]1(CCC(C=2N(C1)N=C1C2CN(CC1)C(=O)OC(C)(C)C)(F)F)O |o1:2|